C(C1=CC=CC=C1)NC(N(C1=CC=C(C=C1)C=C)[C@@H]1CC[C@H](CC1)NC1=NC=C(C=C1)C#N)=O 3-benzyl-1-(trans-4-((5-cyanopyridin-2-yl)amino)cyclohexyl)-1-(4-vinylphenyl)urea